(2S,4R)-1-(2-(4-amino-5-(2-methylpyrimidin-5-yl)-7H-pyrrolo[2,3-d]pyrimidin-7-yl)acetyl)-N-(3-chloro-2-fluorophenylmethyl)-4-fluoropyrrolidine-2-carboxamide NC=1C2=C(N=CN1)N(C=C2C=2C=NC(=NC2)C)CC(=O)N2[C@@H](C[C@H](C2)F)C(=O)NCC2=C(C(=CC=C2)Cl)F